OC(C(=O)O)(C(C(CO)O)O)CO 2,3,4,5-tetrahydroxy-2-(hydroxymethyl)pentanoic acid